ClC1=CC=2N(C=C1)C=NC2CC(=O)NC=2N=NC=C(C2)OCC=2N=C1N(C=C(C=C1)C1CC1)C2 2-(7-chloroimidazo[1,5-a]pyridin-1-yl)-N-(5-((6-cyclopropylimidazo[1,2-a]pyridin-2-yl)methoxy)pyridazin-3-yl)acetamide